ClC1=NC(=CC(=N1)N1CCN(CC1)C(C)C1=CC=C(C#N)C=C1)C 4-[1-[4-(2-Chloro-6-methyl-pyrimidin-4-yl)piperazin-1-yl]ethyl]benzonitrile